2-amino-1,4-benzenedisulfonic acid anion NC1=C(C=CC(=C1)S(=O)(=O)[O-])S(=O)(=O)[O-]